[(2R)-2-[(1S)-1-hydroxyethyl]-2-methyl-pyrrolidin-1-yl]-[8-methoxy-9-(1-methylpyrazol-3-yl)-1-propyl-5,6-dihydropyrrolo[2,1-a]isoquinolin-3-yl]methanone O[C@@H](C)[C@@]1(N(CCC1)C(=O)C1=CC(=C2N1CCC1=CC(=C(C=C21)C2=NN(C=C2)C)OC)CCC)C